3-oxo-3,4-dihydrospiro[pyrido[3,2-b][1,4]oxazine-2,3'-pyrrolidine]-1'-carboxylic acid tert-butyl ester C(C)(C)(C)OC(=O)N1CC2(CC1)C(NC1=C(O2)C=CC=N1)=O